L-glutamine tert-butyl-(3R,5S)-4-(2-methoxy-2-oxoethyl)-3,5-dimethylpiperazine-1-carboxylate (3S,5R)-3,5-dimethylpiperazine-1-carboxylate C[C@H]1CN(C[C@H](N1)C)C(=O)O.C(C)(C)(C)C1N(C[C@@H](N([C@@H]1C)CC(=O)OC)C)C(=O)O.N[C@@H](CCC(N)=O)C(=O)O